(R)-1-(2-(3-(4-aminopyrimidin-2-yl)-5-chlorophenyl)-4-(cyclopropanecarbonyl)piperazin-1-yl)prop-2-en-1-one NC1=NC(=NC=C1)C=1C=C(C=C(C1)Cl)[C@H]1N(CCN(C1)C(=O)C1CC1)C(C=C)=O